BrC1=CC=2C3=C(NC2C=C1)C(=NC(=N3)Cl)NCC3=CC=C(C=C3)P(OCC)(OCC)=O diethyl (4-(((8-bromo-2-chloro-5H-pyrimido[5,4-b]indol-4-yl)amino)methyl)phenyl)phosphonate